N-(1-(2,3-dioleyloxy)propyl)-N,N,N-trimethylammonium CCCCCCCC/C=C\CCCCCCCCOCC(C[N+](C)(C)C)OCCCCCCCC/C=C\CCCCCCCC.[Cl-]